L-1,3-benzenedisulfonyl chloride C1(=CC(=CC=C1)S(=O)(=O)Cl)S(=O)(=O)Cl